NCCCCCN(C(OC(C)(C)C)=O)C tert-butyl (5-aminopentyl)(methyl)carbamate